CC1=C2C(=CC=3C=4C=C(C=CC4N(C13)C)OC[C@@H]1N(CCC1)C(=O)OC(C)(C)C)C=NC=C2 (R)-tert-butyl 2-(((5,6-dimethyl-6H-pyrido[4,3-b]carbazol-9-yl)oxy)methyl)pyrrolidine-1-carboxylate